(S)-2-((tert-butoxycarbonyl)amino)-4-(phenethyl(4-(5,6,7,8-tetrahydro-1,8-naphthyridin-2-yl)butyl)amino)butanoic acid C(C)(C)(C)OC(=O)N[C@H](C(=O)O)CCN(CCCCC1=NC=2NCCCC2C=C1)CCC1=CC=CC=C1